1-(6-fluoroquinolin-4-yl)piperidin-4-ylacetate FC=1C=C2C(=CC=NC2=CC1)N1CCC(CC1)CC(=O)[O-]